p-methylphenylcresol CC=1C(=C(C(=CC1)O)C)C1=CC=CC=C1